2'-chloro-5'-(difluoromethoxy)-N-(5-(((1S,3R)-3-hydroxycyclohexyl)oxy)-1,3,4-thiadiazol-2-yl)-6-methyl-[4,4'-bipyridine]-3-carboxamide ClC1=NC=C(C(=C1)C1=C(C=NC(=C1)C)C(=O)NC=1SC(=NN1)O[C@@H]1C[C@@H](CCC1)O)OC(F)F